Dinonylsebacat C(CCCCCCCC)OC(CCCCCCCCC(=O)OCCCCCCCCC)=O